methyl 4-((tert-butoxycarbonyl)(methyl)amino)-2-(2-(difluoromethyl)-5-methoxypyridin-4-yl)benzoate C(C)(C)(C)OC(=O)N(C1=CC(=C(C(=O)OC)C=C1)C1=CC(=NC=C1OC)C(F)F)C